2-((2S)-1-Acryloyl-4-(2-(((S)-1-isopropylpyrrolidin-2-yl)methoxy)-7-(6-methoxy-3,4-dihydroquinolin-1(2H)-yl)-5,6,7,8-tetrahydroquinazolin-4-yl)piperazin-2-yl)acetonitrile C(C=C)(=O)N1[C@H](CN(CC1)C1=NC(=NC=2CC(CCC12)N1CCCC2=CC(=CC=C12)OC)OC[C@H]1N(CCC1)C(C)C)CC#N